methyl (((2R,5S)-1-(bis(4-fluorophenyl)methyl)-4-(6-cyano-1-methyl-2-oxo-1,2-dihydro-1,5-naphthyridin-4-yl)-5-methylpiperazin-2-yl)methyl)carbamate FC1=CC=C(C=C1)C(N1[C@@H](CN([C@H](C1)C)C1=CC(N(C2=CC=C(N=C12)C#N)C)=O)CNC(OC)=O)C1=CC=C(C=C1)F